Ethyl-(3-bromo-5-cyano-1H-indol-1-yl) valerate C(CCCC)(=O)ON1C(=C(C2=CC(=CC=C12)C#N)Br)CC